tert-butyl (2S,7R*)-6-ethoxy-2-(hydroxymethyl)-1,4-oxazocane-4-carboxylate C(C)OC1CN(C[C@H](OCC1)CO)C(=O)OC(C)(C)C